N-(((S)-tetrahydrofuran-2-yl)methyl)-2,4,5,6-tetrahydropyrazolo[3',4':3,4]cyclohepta[1,2-b]pyridine-8-carboxamide O1[C@@H](CCC1)CNC(=O)C1=CC=C2C(=N1)CCCC=1C2=NNC1